6-chloro-7-(5-chloro-2,4-difluorophenyl)-8-(((S)-3-hydroxy-2-methoxypropyl)thio)quinazoline-2,4(1H,3H)-dione ClC=1C=C2C(NC(NC2=C(C1C1=C(C=C(C(=C1)Cl)F)F)SC[C@H](CO)OC)=O)=O